C(C1=CC=CC=C1)OC(=O)N[C@@H](CC=C)C=1C=C(C=CC1)N1[C@H](CN(CC1=O)C(=O)OC(C)(C)C)C(NCCC=C)=O (R)-tert-butyl 4-(3-((S)-1-(((benzyloxy) carbonyl) amino) but-3-en-1-yl) phenyl)-3-(but-3-en-1-ylcarbamoyl)-5-oxopiperazine-1-carboxylate